N[C@@H]1CN(CC1)C(=O)C=1SC(=CC1C)C=1C=NC(=NC1)C1CCN(CC1)C(C)C (S)-(3-aminopyrrolidin-1-yl)(5-(2-(1-isopropylpiperidin-4-yl)pyrimidin-5-yl)-3-methylthiophen-2-yl)methanone